CC1=C(C=C(C=C1)NC(=O)C1=NC=CC(=C1)C(F)(F)F)C1=CC2=C(N=C(N=C2)NCC=2C=NC=CC2)N2C1=NCC2 N-(4-methyl-3-(2-((pyridin-3-ylmethyl)amino)-8,9-dihydroimidazo[1',2':1,6]pyrido[2,3-d]pyrimidin-6-yl)phenyl)-4-(trifluoromethyl)pyridineamide